2,2,2-trichloroethyl (2-(4-chlorophenyl)acetoxy)carbamate ClC1=CC=C(C=C1)CC(=O)ONC(OCC(Cl)(Cl)Cl)=O